5-(3-Furyl)-N-[rac-(6S)-4-methyl-5-oxo-7,8-dihydro-6H-pyrazolo[1,5-a][1,3]diazepin-6-yl]-[1,2,4]triazolo[1,5-a]pyridin-2-carboxamid O1C=C(C=C1)C1=CC=CC=2N1N=C(N2)C(=O)N[C@@H]2C(N(C=1N(CC2)N=CC1)C)=O |r|